ClC=1C=CC=C2C=CC(=NC12)C1=C(C=C(OCCOC2CC(C2)C(=O)O)C=C1)C#N 3-[2-[4-(8-chloro-2-quinolinyl)-3-cyano-phenoxy]ethoxy]cyclobutanecarboxylic acid